4-[(2R)-3-(3,4-dihydro-1H-isoquinolin-2-yl)-2-hydroxy-propyl]-8-(6-methoxy-2-pyridyl)-2,3-dihydro-1,4-benzoxazepin-5-one C1N(CCC2=CC=CC=C12)C[C@H](CN1CCOC2=C(C1=O)C=CC(=C2)C2=NC(=CC=C2)OC)O